2,2,2-trichloroethyl (4-methyl-3-(2-(methylthio)-6-morpholinopyrimidin-4-yl)phenyl)carbamate CC1=C(C=C(C=C1)NC(OCC(Cl)(Cl)Cl)=O)C1=NC(=NC(=C1)N1CCOCC1)SC